ClC=1C(=NC=CC1C(NC1(CC1)C)=O)NC1=C(C=C(C(=O)OC)C=C1F)C1CC1 methyl 4-({3-chloro-4-[(1-methylcyclopropyl)carbamoyl]pyridin-2-yl} amino)-3-cyclopropyl-5-fluorobenzoate